FC(C(=O)OCC)C(C)(O)C1=CC=C(C=C1)F ethyl 2-fluoro-3-(4-fluorophenyl)-3-hydroxybutyrate